((3-Chloropyridin-2-yl)amino)-3-((2-ethyl-6-methoxy-1,2,3,4-tetrahydroisoquinolin-7-yl)amino)-1,2,4-triazine-6-carboxamide ClC=1C(=NC=CC1)NC=1N=C(N=NC1C(=O)N)NC1=C(C=C2CCN(CC2=C1)CC)OC